C(C)S(=O)(=O)C1=CC(=C(C=C1)NCC#C)OC 3-{[4-(ethanesulfonyl)-2-methoxyphenyl]amino}prop-1-yn